C(=O)(O)C(C(=O)O)NCCN1CCN(CCN(CCN(CC1)CC(=O)O)CC(=O)O)CC(=O)O 7-[2-(dicarboxymethylamino)ethyl]-4,10-dicarboxymethyl-1,4,7,10-tetraazacyclododecane-1-yl-acetic acid